cobaltous nitrate [N+](=O)([O-])[O-].[Co+2].[N+](=O)([O-])[O-]